C(C)(=O)SCCCCCCN1C(C2=CC=CC=C2C1=O)=O S-(6-(1,3-dioxoisoindolin-2-yl) hexyl) thioacetate